N-(1-tert-butylpiperidin-4-yl)-2-(1-phenyl-1H-pyrazol-4-yl)-N-(propan-2-yl)-1,3-thiazole-4-carboxamide C(C)(C)(C)N1CCC(CC1)N(C(=O)C=1N=C(SC1)C=1C=NN(C1)C1=CC=CC=C1)C(C)C